(4-chloro-3,5-difluoro-1H-indol-2-yl)(3-(2-(3,3-difluoroazetidin-1-yl)ethyl)piperazin-1-yl)methanone ClC1=C2C(=C(NC2=CC=C1F)C(=O)N1CC(NCC1)CCN1CC(C1)(F)F)F